C(C)(C)(C)OC(=O)N1CCC1C1=C(C=C(C=C1)C(F)(F)F)S(=O)(=O)C 4-[2-methylsulfonyl-4-(trifluoromethyl)phenyl]azetidine-1-carboxylic acid tert-butyl ester